N-[[6-[2-[4-methyl-1-(2,2,2-trifluoroethyl)-4-piperidyl]acetyl]-6-azaspiro[2.5]octan-2-yl]methyl]-1,3-dihydropyrrolo[3,4-c]pyridine-2-carboxamide CC1(CCN(CC1)CC(F)(F)F)CC(=O)N1CCC2(C(C2)CNC(=O)N2CC=3C=NC=CC3C2)CC1